8-(4-(((R)-1-acryloylpyrrolidin-3-yl)(methyl)amino)-8-fluoro-2-(((2R,7aS)-2-fluorotetrahydro-1H-pyrrolizin-7a(5H)-yl)methoxy)pyrido[4,3-d]pyrimidin-7-yl)-1-naphthonitrile C(C=C)(=O)N1C[C@@H](CC1)N(C=1C2=C(N=C(N1)OC[C@]13CCCN3C[C@@H](C1)F)C(=C(N=C2)C=2C=CC=C1C=CC=C(C21)C#N)F)C